ClC1=NC=C2C(=N1)N(N=C2)C[C@H]2N(CCC2)C(C(F)F)=O (S)-1-(2-((6-chloro-1H-pyrazolo[3,4-d]pyrimidin-1-yl)methyl)pyrrolidin-1-yl)-2,2-difluoroethan-1-one